C1(CC1)N1N=CC(=C1)NC1=NC=C(C(=N1)C1=CC(=C(C(=O)O)C=C1)F)F 4-(2-((1-Cyclopropyl-1H-pyrazol-4-yl)amino)-5-fluoropyrimidin-4-yl)-2-fluorobenzoic Acid